P(=O)(O)(OC1=C(C=CC=C1)CCOC(C=C)=O)[O-] acryloxyethylphenyl hydrogen-phosphate